rac-(1S,3R,5R)-8-benzyl-6-((tert-butyldimethylsilyl) oxy)-8-azabicyclo[3.2.1]oct-3-yl acetate C(C)(=O)O[C@@H]1C[C@H]2CC([C@@H](C1)N2CC2=CC=CC=C2)O[Si](C)(C)C(C)(C)C |r|